1-(4-hydroxy-3-methylphenyl)ethanone tin [Sn].OC1=C(C=C(C=C1)C(C)=O)C